(E)-N-(2-benzoyl-3-p-bromophenyl-allyl)-4-toluenesulfonamide C(C1=CC=CC=C1)(=O)\C(\CNS(=O)(=O)C1=CC=C(C)C=C1)=C\C1=CC=C(C=C1)Br